Racemic-Trans-4-octyl-pyrrolidine-3-carboxylic Acid Ethyl Ester C(C)OC(=O)[C@@H]1CNC[C@H]1CCCCCCCC |r|